N-(4-{[6-(5-chloro-2-fluorophenyl)-3-(2,2-difluoroethoxy)pyridazin-4-yl]amino}pyridin-2-yl)-3-(4-methylpiperazin-1-yl)propanamide ClC=1C=CC(=C(C1)C1=CC(=C(N=N1)OCC(F)F)NC1=CC(=NC=C1)NC(CCN1CCN(CC1)C)=O)F